Geranyl acetate (GERANYL ACETATE) C(\C=C(/C)\CCC=C(C)C)CC(=O)O.C(C)(=O)OC\C=C(/C)\CCC=C(C)C